O1C(=CC2=C1C=CC=C2)C(=O)N[C@H](C(=O)NC=2C(N(C=CC2)CC(=O)NC2C1CC3CC(CC2C3)C1)=O)CCC(C(=O)N)=O (S)-2-(benzofuran-2-carboxamido)-N1-(1-(2-(2-adamantylamino)-2-oxoethyl)-2-oxo-1,2-dihydropyridin-3-yl)-5-oxohexanediamide